CCC(C)CCC(C)CC(C)C(C)C The molecule is an alkane that is decane substituted by methyl groups at positions 2, 3, 5 and 8. Metabolite observed in cancer metabolism. It has a role as a human metabolite. It derives from a hydride of a decane.